(E)-6-(6-ethoxy-4-hydroxypyridin-3-yl)-N'-((2-fluoro-5-methoxypyridin-3-yl)methylene)pyrazine-2-carbohydrazide C(C)OC1=CC(=C(C=N1)C1=CN=CC(=N1)C(=O)N/N=C/C=1C(=NC=C(C1)OC)F)O